C(C)NC(=O)N1N=C(C=C1C)OC1=C(C=C(C=C1F)C(F)(F)F)Cl N-ethyl-3-(2-chloro-6-fluoro-4-trifluoromethylphenoxy)-5-methyl-1H-pyrazole-1-Formamide